methyl (1R,2S,5S)-3-[2-(tert-butoxycarbonylamino)-2-cyclopropyl-acetyl]-6,6-dimethyl-3-azabicyclo[3.1.0]hexane-2-carboxylate C(C)(C)(C)OC(=O)NC(C(=O)N1[C@@H]([C@H]2C([C@H]2C1)(C)C)C(=O)OC)C1CC1